2-((1H-indazol-5-yl)amino)-8-(3,3-difluorocyclopentyl)-5-methylpyrido[2,3-d]pyrimidin-7(8H)-one N1N=CC2=CC(=CC=C12)NC=1N=CC2=C(N1)N(C(C=C2C)=O)C2CC(CC2)(F)F